(Z)-4-(3-(3-chloro-4,5-difluorophenyl)-1,4,4,4-tetrafluorobut-1-en-1-yl)-N'-methyl-N'-(pyrimidin-2-yl)-2-(trifluoromethyl)benzoyl-hydrazine ClC=1C=C(C=C(C1F)F)C(\C=C(/F)\C1=CC(=C(C(=O)NN(C2=NC=CC=N2)C)C=C1)C(F)(F)F)C(F)(F)F